ClC=1C=C(C=CC1Cl)C=1N(C(=CC(C1C(=O)O)=O)OC1=NC(=CC=C1)/C(=N/OC)/C)CC 2-(3,4-dichlorophenyl)-1-ethyl-6-[[6-[(E)-N-methoxy-C-methyl-carbonimidoyl]-2-pyridyl]oxy]-4-oxo-pyridine-3-carboxylic acid